1-{2-[(3,3-difluoroazetidine-1-carbonyl)amino]acetyl}-4-fluoro-N-{phenyl[5-(propan-2-yl)pyridin-2-yl]methyl}pyrrolidine-2-carboxamide FC1(CN(C1)C(=O)NCC(=O)N1C(CC(C1)F)C(=O)NC(C1=NC=C(C=C1)C(C)C)C1=CC=CC=C1)F